C(=C)OCCCCCCN(C)C 6-dimethylaminohexyl vinyl ether